2-[3-cyano-5-(4-phenylphenyl)-4-[(E)-2-[2,2,4,7-tetramethyl-1-[(4-triphenylsilylphenyl)methyl]-3,4-dihydroquinolin-6-yl]vinyl]-5-(trifluoromethyl)-2-furylidene]propanedinitrile C(#N)C=1C(OC(C1\C=C\C=1C=C2C(CC(N(C2=CC1C)CC1=CC=C(C=C1)[Si](C1=CC=CC=C1)(C1=CC=CC=C1)C1=CC=CC=C1)(C)C)C)(C(F)(F)F)C1=CC=C(C=C1)C1=CC=CC=C1)=C(C#N)C#N